1-ethyl-N-(3-(2'-fluoro-[1,1'-biphenyl]-4-yl)propyl)-3-methyl-1H-pyrazole-5-carboxamide C(C)N1N=C(C=C1C(=O)NCCCC1=CC=C(C=C1)C1=C(C=CC=C1)F)C